METHYLENEDIACRYLAMIDE C=CC(=O)NCNC(=O)C=C